(R)-2-((1-(3-cyano-7-methyl-4-oxo-2-(3-(trifluoromethyl)azetidin-1-yl)-4H-pyrido[1,2-a]pyrimidin-9-yl)ethyl)amino)benzoic acid C(#N)C1=C(N=C2N(C1=O)C=C(C=C2[C@@H](C)NC2=C(C(=O)O)C=CC=C2)C)N2CC(C2)C(F)(F)F